(R)-3-(3,3-difluoropropyl)pyrrolidine FC(CC[C@H]1CNCC1)F